C(C)(C)C1=C(C=CC=C1)C1C(N(CCN1)CCOC)=O 3-(2-isopropylphenyl)-1-(2-methoxyethyl)piperazin-2-one